C(C)C1(NC2=C3N=C(C=CC3=CC=C2C=C1)C(=O)N(C1=C(C=CC=C1)C)CC)C(=O)NCC 2,N2,N9-triethyl-N9-tolyl-1,10-phenanthroline-2,9-diamide